C(C(C)C)N1N=CC=C1B(O)O 1-ISOBUTYL-1H-PYRAZOL-5-YLBORONIC ACID